(4-(3-cyano-6-(1-methyl-1H-pyrazol-4-yl)pyrazolo[1,5-a]pyridin-4-yl)phenyl)acrylamide C(#N)C=1C=NN2C1C(=CC(=C2)C=2C=NN(C2)C)C2=CC=C(C=C2)C(C(=O)N)=C